(4,5,5-trimethyl-3-oxocyclopent-1-en-1-yl)methyl 3,3-dimethyl-2-oxobutanoate CC(C(C(=O)OCC1=CC(C(C1(C)C)C)=O)=O)(C)C